5-amino-N-(4-((4-methylpiperazin-1-yl)methyl)phenyl)-1H-indazole-3-carboxamide NC=1C=C2C(=NNC2=CC1)C(=O)NC1=CC=C(C=C1)CN1CCN(CC1)C